[1-(2,6-dioxo-3-piperidinyl)-3,6-dimethyl-2-oxo-benzimidazol-4-yl]-3,6-dihydro-2H-pyridine-1-carboxylic acid tert-butyl ester C(C)(C)(C)OC(=O)N1C(CC=CC1)C1=CC(=CC=2N(C(N(C21)C)=O)C2C(NC(CC2)=O)=O)C